1-methyl-3-phenyl-1H-imidazo[4,5-b]pyridinium C[NH+]1CN(C2=NC=CC=C21)C2=CC=CC=C2